C(CCCCC)C(CCCCCCCCCC)OCCO 2-[(1-n-hexylundecyl)oxy]ethanol